6-fluoro-(benzoxazol) FC1=CC2=C(N=CO2)C=C1